N-(2-aminoethyl)-3-aminopropyl-methyldipropoxysilane NCCNCCC[Si](OCCC)(OCCC)C